CNC(C1=CC(=C(C=C1)C)N1C(C(=C(C=C1C)OCC1=C(C=C(C=C1)F)F)Br)=O)=O N,4-Dimethyl-3-[3-bromo-4-[(2,4-difluorobenzyl)oxy]-6-methyl-2-oxo-1,2-dihydropyridin-1-yl]benzamide